9-Hydroxy-icosanoic acid OC(CCCCCCCC(=O)O)CCCCCCCCCCC